ClCCCS(=O)(=O)NC=1C=C(OC2=C(C=C(C=C2C)NC(CCN2C=NC=C2)=O)C)C=C(C1)C=1C(=NOC1C)C N-(4-(3-(3-chloropropylsulfonamido)-5-(3,5-dimethylisoxazol-4-yl)phenoxy)-3,5-dimethylphenyl)-3-(1H-imidazol-1-yl)propanamide